(E)-N-isopropyl-4-methoxy-3-(3-phenylprop-1-en-1-yl)benzamide C(C)(C)NC(C1=CC(=C(C=C1)OC)\C=C\CC1=CC=CC=C1)=O